tert-butyl 2-[1-[4-(2,6-dioxo-3-piperidyl)-2-fluoro-phenyl]-4-hydroxy-4-piperidyl]acetate O=C1NC(CCC1C1=CC(=C(C=C1)N1CCC(CC1)(O)CC(=O)OC(C)(C)C)F)=O